O=C1CC2=NC=C(C=C2N1)C(=O)[O-] 2-oxo-2,3-dihydro-1H-pyrrolo[3,2-b]pyridine-6-carboxylate